1,2-bis-bromomethyl-3-nitrobenzene BrCC1=C(C(=CC=C1)[N+](=O)[O-])CBr